C(C)N1C(=NC(=C1)C(F)(F)F)C1=CC=C(CN2C=3N(CCC2=O)N=CC3C#N)C=C1 4-(4-(1-ethyl-4-(trifluoromethyl)-1H-imidazol-2-yl)benzyl)-5-oxo-4,5,6,7-tetrahydropyrazolo[1,5-a]pyrimidine-3-carbonitrile